ClCCC(=C(C1=CC=CC=C1)C1=CC=C(OCCN(C)CC=2C=C3CN(C(C3=CC2)=O)C2C(NC(CC2)=O)=O)C=C1)C1=CC=CC=C1 3-(5-(((2-(4-(4-chloro-1,2-diphenylbut-1-en-1-yl)phenoxy)ethyl)(methyl)amino)methyl)-1-oxoisoindoline-2-yl)piperidine-2,6-dione